C(C)(C)(C)C1N(CC1O)C(=O)O.OC1CN(C1)C(=O)OC(C)(C)C tert-butyl 3-hydroxyazetidine-1-carboxylate (tert-butyl 3-hydroxyazetidine-1-carboxylate)